C(CCCCC)[Zr] monon-hexyl-zirconium